(4-(((1R,3R)-3-aminocyclohexyl)amino)-1H-pyrrolo[2,3-b]pyridin-3-yl)(2-chloro-4-phenoxy phenyl) ketone N[C@H]1C[C@@H](CCC1)NC1=C2C(=NC=C1)NC=C2C(=O)C2=C(C=C(C=C2)OC2=CC=CC=C2)Cl